BrCCCC#CC=1C=C(C(=O)OC)C=CC1OC methyl 3-(5-bromopent-1-yn-1-yl)-4-methoxybenzoate